N,N-dimethyl-N-(3-sulfopropyl)-4-vinylbenzyl-ammonium krypton fluorine [F].[Kr].C[N+](CCCS(=O)(=O)O)(C)CC1=CC=C(C=C1)C=C